ClC1=C(C=CC=C1Cl)N1CCN(CC1)CCC1CC(C1)NC(=O)C1=NSC=C1 N-(3-(2-(4-(2,3-dichlorophenyl)piperazin-1-yl)ethyl)cyclobutyl)isothiazole-3-carboxamide